O1CCNC=CC1 2,3,4,7-tetrahydro-1,4-oxaazepin